N-(4-((2-(1,1-difluoroethyl)-6-methylpyrimidin-4-yl)amino)-5-(imidazo[1,2-a]pyrazin-6-yl)pyridin-2-yl)acetamide FC(C)(F)C1=NC(=CC(=N1)NC1=CC(=NC=C1C=1N=CC=2N(C1)C=CN2)NC(C)=O)C